2-{3-[(5-{[2-(2,6-dioxopiperidin-3-yl)-1,3-dioxo-2,3-dihydro-1H-isoindol-4-yl]amino}pentyl)oxy]piperidin-1-yl}acetic acid O=C1NC(CCC1N1C(C2=CC=CC(=C2C1=O)NCCCCCOC1CN(CCC1)CC(=O)O)=O)=O